4-[([7-cyanothieno[3,2-d]pyrimidin-4-yl]amino)-methyl]phenylboronic acid C(#N)C1=CSC2=C1N=CN=C2NCC2=CC=C(C=C2)B(O)O